O=C1NC(CCC1N1C(C2=CC=C(C=C2C1=O)N1CC(C1)C=O)=O)=O 1-(2-(2,6-dioxopiperidin-3-yl)-1,3-dioxoisoindolin-5-yl)azetidine-3-al